(7-iodo-5-(phenoxymethyl)benzofuran-2-yl)methanol IC1=CC(=CC=2C=C(OC21)CO)COC2=CC=CC=C2